2-(4-(6-((4-cyano-2-fluorobenzyl)oxy)pyridin-2-yl)-2,5-difluorobenzyl)-4-fluoro-1-((3R,4R)-4-methoxytetrahydrofuran-3-yl)-1H-benzo[d]imidazole-6-carboxylic acid C(#N)C1=CC(=C(COC2=CC=CC(=N2)C2=CC(=C(CC3=NC4=C(N3[C@@H]3COC[C@@H]3OC)C=C(C=C4F)C(=O)O)C=C2F)F)C=C1)F